1,2-Bis(trimethylsiloxy)cyclobutene C[Si](OC1=C(CC1)O[Si](C)(C)C)(C)C